(S)-tert-Butyl 2-methyl 4-(7-chloro-6-(4-chlorophenyl)quinazolin-4-yl)piperazine-1,2-dicarboxylate ClC1=C(C=C2C(=NC=NC2=C1)N1C[C@H](N(CC1)C(=O)OC(C)(C)C)C(=O)OC)C1=CC=C(C=C1)Cl